C(#N)C(C(=O)OCC)=C(C1=CC=C(C=C1)OC)C ethyl α-cyano-β-methyl-p-methoxycinnamate